C[C@]12[C@H](OCOC1)C1=CC(=CC=C1C2)C |r| (4aRS,9bRS)-4a,8-dimethyl-4,4a,5,9b-tetrahydroindeno[1,2-d][1,3]dioxin